Ethyl-(5RS,7RS)-2-{[3-chloro-5-(trifluoromethyl)pyridin-2-yl]methyl}-3-oxo-7-(trifluoromethyl)-2,3,5,6,7,8-hexahydro[1,2,4]triazolo[4,3-a]pyridine-5-carboxylate C(C)OC(=O)[C@H]1C[C@H](CC=2N1C(N(N2)CC2=NC=C(C=C2Cl)C(F)(F)F)=O)C(F)(F)F |r|